C1C(=CC2=CC=CC=C12)C(C)C1C2=CC=CC=C2C=2C=CC=CC12 (2-indenyl)-(9-fluorenyl)-ethane